allyl-azetidine-1,3-dicarboxylic acid 1-tert-butyl 3-methyl ester COC(=O)C1C(N(C1)C(=O)OC(C)(C)C)CC=C